7-Bromo-8-methoxy-imidazo[1,2-a]pyridine BrC1=C(C=2N(C=C1)C=CN2)OC